8-aminooctanenitrile NCCCCCCCC#N